4-((5-(4-((tert-butoxycarbonyl)amino)-4-methylpiperidin-1-yl)pyrazin-2-yl)thio)-3-chloropyridin C(C)(C)(C)OC(=O)NC1(CCN(CC1)C=1N=CC(=NC1)SC1=C(C=NC=C1)Cl)C